4-(2-methacryloyloxyethoxy)-4'-methoxybiphenyl C(C(=C)C)(=O)OCCOC1=CC=C(C=C1)C1=CC=C(C=C1)OC